C(CCCCCCCC)(O)(O)O nonanetriol